[I-].NCC1=[N+](C2=C(N1CC)C=C(C=C2)OC)CCOCCOCCO 2-(aminomethyl)-1-ethyl-3-{2-[2-(2-hydroxyethoxy)ethoxy]ethyl}-6-methoxy-1H-1,3-benzodiazol-3-ium iodide